NC1=NNC2=CC=C(C=C12)C1=C2C(=NC=C1)NC(=C2)C(CC)(CC)O 3-(4-(3-amino-1H-indazol-5-yl)-1H-pyrrolo[2,3-b]pyridin-2-yl)pentan-3-ol